triflic acid trimethylsilyl ester C[Si](C)(C)OS(=O)(=O)C(F)(F)F